(S)-N-(3-(2-((1,5-dimethyl-1H-pyrazol-3-yl)amino)-5-methylpyrimidin-4-yl)-1H-indol-7-yl)-2-(3-((2-(dimethylamino)pyrimidin-5-yl)oxy)pyrrolidin-1-yl)acetamide CN1N=C(C=C1C)NC1=NC=C(C(=N1)C1=CNC2=C(C=CC=C12)NC(CN1C[C@H](CC1)OC=1C=NC(=NC1)N(C)C)=O)C